F[C@H]1CN(CC12CN(C2)C2=NC(=CC1=C2N=C(N=C1)NC1CCN(CC1)S(=O)(=O)C)C)C (R)-8-(8-fluoro-6-methyl-2,6-diazaspiro[3.4]oct-2-yl)-6-methyl-N-(1-(methylsulfonyl)piperidin-4-yl)pyrido[3,4-d]pyrimidin-2-amine